C[Ti](NC1CCCCCCCCCCC1)(C1(C(=C(C(=C1)C)C)C)C)[SiH2]C1=CC=CC=C1 methylphenylsilyl-(tetramethylcyclopentadienyl)(cyclododecylamino)titanium